4-(5-(benzo[b]thiophen-3-yl)thiophen-2-yl)-4-oxobutyric acid S1C2=C(C(=C1)C1=CC=C(S1)C(CCC(=O)O)=O)C=CC=C2